C1(=CC=CC=C1)S(=O)(=O)N1C=CC=2C1=NC=CC2C2=C(C=O)C=C(C=C2)[N+](=O)[O-] 2-[1-(Benzenesulfonyl)pyrrolo[2,3-b]pyridin-4-yl]-5-nitro-benzaldehyde